SC(CC(=O)OCCN1CN(CN(C1)CCOC(CC(C)S)=O)CCOC(CC(C)S)=O)C 1,3,5-tris[2-(3-mercaptobutanoyloxy)ethyl]-1,3,5-triazine